ClC=1C(=CC(=C(C1)S(=O)(=O)NC=1SC=CN1)F)NC(CN(C)C)C1=CC=CC=C1 5-chloro-4-((2-(dimethylamino)-1-phenylethyl)amino)-2-fluoro-N-(thiazol-2-yl)benzenesulfonamide